[5-chloro-4-(2-fluorophenoxy)-2-methylphenyl]-N-ethyl-N-methylmethanimidamide ClC=1C(=CC(=C(C1)C(N(C)CC)=N)C)OC1=C(C=CC=C1)F